N-(3-(1-methyl-1H-1,2,4-triazol-3-yl)phenyl)-5-((3-((1-methylpiperidin-4-yl)oxy)phenyl)amino)pyrazolo[1,5-a]pyrimidine-3-carboxamide CN1N=C(N=C1)C=1C=C(C=CC1)NC(=O)C=1C=NN2C1N=C(C=C2)NC2=CC(=CC=C2)OC2CCN(CC2)C